NCC1=CC=CC(=N1)S(=O)(=O)N1C[C@H](C[C@@H](C1)C1=CC=CC=C1)C(=O)N1CCS(CC1)(=O)=O Trans-(1-((6-(aminomethyl)pyridin-2-yl)sulfonyl)-5-phenylpiperidin-3-yl)(1,1-dioxidothiomorpholino)methanone